5-(2-chloropyrimidin-4-yl)-5-azaspiro[2.3]hexane ClC1=NC=CC(=N1)N1CC2(CC2)C1